trans-2-cis-6-nondienol C=C\C=C\CC(CCC)O